C(C(=C)C)(=O)OCC(O)COOC(C=C)=O 3-acryloyloxyglycerol monomethacrylate